C(C)(C)(C)OC(=O)N1[C@@H]2CN(CC[C@H]1CC2)CC2=CC=C(C=C2)OC.C(C)C2(C(OC2)C)CCC[Si](OCC)(OCC)OCC 3-ethyl-3-[3'-(triethoxysilyl)propyl]methyl-oxetane tert-butyl-(1S,6R)-3-(4-methoxybenzyl)-3,9-diazabicyclo[4.2.1]nonane-9-carboxylate